Methyl 5-((3,4-difluorophenyl)carbamoyl)-4,5,6,7-tetrahydropyrazolo[1,5-a]pyrazine-3-carboxylate FC=1C=C(C=CC1F)NC(=O)N1CC=2N(CC1)N=CC2C(=O)OC